3-(5-(diethoxymethyl)isoxazol-3-yl)azetidine-1-carboxylic acid tert-butyl ester C(C)(C)(C)OC(=O)N1CC(C1)C1=NOC(=C1)C(OCC)OCC